ClC1=CC=C(C(=N1)C1=NOC(N1)=O)O[C@H](C)C=1C=C(C=C2C(C(=C(OC12)C=1C=NC=C(C1)F)C)=O)C 3-[6-Chloro-3-[(1R)-1-[2-(5-fluoro-3-pyridyl)-3,6-dimethyl-4-oxo-chromen-8-yl]ethoxy]-2-pyridyl]-4H-1,2,4-oxadiazol-5-one